2,4-DIFLUORO-6-METHYLBENZALDEHYDE FC1=C(C=O)C(=CC(=C1)F)C